γ-glycidoxypropyltrimethylsilane C(C1CO1)OCCC[Si](C)(C)C